COC(=O)[C@H]1N(C[C@H](C1)O)C(CNC(C1=CC=C(C=C1)OC1=CC=CC=C1)=O)=O (2S,4S)-4-hydroxy-1-((4-phenoxybenzoyl)glycyl)pyrrolidine-2-carboxylic acid methyl ester